CC1=C(N=C2N(C1=O)C=C(C=C2[C@@H](C)NC2=C(C(=O)O)C=CC=C2)C)N2CCCCC2 (R)-2-((1-(3,7-dimethyl-4-oxo-2-(piperidin-1-yl)-4H-pyrido[1,2-a]pyrimidin-9-yl)ethyl)amino)benzoic acid